FC1(CCN(CCC1)C1=NC2=NC=CC=C2C=C1C(=O)NC1=CC(=CC=C1)S(=O)C)F 2-(4,4-difluoroazepan-1-yl)-N-(3-methylsulfinylphenyl)-1,8-naphthyridine-3-carboxamide